1,2-dihydrocyclopenta[b]chromene-3,9-dione C1CC(C=2OC=3C=CC=CC3C(C21)=O)=O